ClC=1C=C(C(=NC1)OCC(F)(F)F)C1=NN=C(N1C)C1=C(C=CC=C1F)F 5-chloro-3-(5-(2,6-difluorophenyl)-4-methyl-4H-1,2,4-triazol-3-yl)-2-(2,2,2-trifluoroethoxy)pyridine